C(N)(=N)N1N=CC(=C1)C(=O)OCC Ethyl 1-carbamimidoyl-1H-pyrazole-4-carboxylate